Cl.Cl.C1(=CC=CC=C1)[C@@H]1N=C(N[C@H]1C1=CC=CC=C1)SCC1=CSC=2N1CC1=C(CN2)C=CC=C1 3-((((4S,5S)-4,5-diphenyl-4,5-dihydro-1H-imidazol-2-yl)thio)methyl)-5,10-dihydrobenzo[e]thiazolo[3,2-a][1,3]diazepine dihydrochloride